CC1CC(=NC1)N (4-methyl-4,5-dihydro-3H-pyrrol-2-yl)-amine